N-((1s,3s)-3-(6-((2-(1-(2-((2-(2,6-dioxopiperidin-3-yl)-1,3-dioxoisoindolin-5-yl)oxy)acetyl)piperidin-4-yl)ethyl)amino)-9H-purin-9-yl)cyclobutyl)-6-methylpicolinamide O=C1NC(CC[C@@H]1N1C(C2=CC=C(C=C2C1=O)OCC(=O)N1CCC(CC1)CCNC1=C2N=CN(C2=NC=N1)C1CC(C1)NC(C1=NC(=CC=C1)C)=O)=O)=O